4-[4-(trifluoromethoxy)phenoxy]-6-(trifluoromethyl)pyridine-3-carboxylic acid FC(OC1=CC=C(OC2=C(C=NC(=C2)C(F)(F)F)C(=O)O)C=C1)(F)F